benzyl 1-(2-oxo-1H-benzo[cd]indol-6-yl)piperidine-4-carboxylate O=C1NC2=CC=C(C=3C2=C1C=CC3)N3CCC(CC3)C(=O)OCC3=CC=CC=C3